6-ethyl-4-hydroxy-7-(4-propylphenyl)-2-((tetrahydro-2H-pyran-2-yl)methoxy)-7,8-dihydro-1,6-naphthyridin-5(6H)-one C(C)N1C(C=2C(=CC(=NC2CC1C1=CC=C(C=C1)CCC)OCC1OCCCC1)O)=O